tert-butyl N-[[4-[6-[4-[2-[tert-butyl(dimethyl)silyl]oxyethyl]phenyl]pyrrolo[2,1-f][1,2,4]triazin-4-yl]-2-methyl-phenyl]methyl]carbamate [Si](C)(C)(C(C)(C)C)OCCC1=CC=C(C=C1)C=1C=C2C(=NC=NN2C1)C1=CC(=C(C=C1)CNC(OC(C)(C)C)=O)C